1-((2R,5S)-4-(6-chloro-2-(3-(dimethylamino)azetidin-1-yl)-8-fluoro-7-(5-methyl-1H-pyrazolo[3,4-c]pyridin-4-yl)quinazolin-4-yl)-2,5-dimethylpiperazin-1-yl)prop-2-en-1-one ClC=1C=C2C(=NC(=NC2=C(C1C1=C2C(=CN=C1C)NN=C2)F)N2CC(C2)N(C)C)N2C[C@H](N(C[C@@H]2C)C(C=C)=O)C